COC=1COC2=C(C1)C=CC=C2OC 3,8-dimethoxybenzopyran